ClC1=NC(=NC=C1)C(=O)NC1=C(C=C(C=C1C)CO)C 4-chloro-N-(4-(hydroxymethyl)-2,6-dimethylphenyl)pyrimidine-2-carboxamide